4-[[1-[2-(2-Aminoethoxy)ethyl]-4-piperidyl]amino]-2-(2,6-dioxo-3-piperidyl)isoindoline-1,3-dione NCCOCCN1CCC(CC1)NC1=C2C(N(C(C2=CC=C1)=O)C1C(NC(CC1)=O)=O)=O